N-(2-fluoro-4-(5-(trifluoromethyl)-1,3,4-oxadiazol-2-yl)benzyl)-N-(4-methoxyphenyl)methanesulfonamide FC1=C(CN(S(=O)(=O)C)C2=CC=C(C=C2)OC)C=CC(=C1)C=1OC(=NN1)C(F)(F)F